(4-(2-(4-cinnamylpiperazin-1-yl)ethoxy)phenyl)-1-methyl-1H-benzo[d]imidazole C(C=CC1=CC=CC=C1)N1CCN(CC1)CCOC1=CC=C(C=C1)C1=NC2=C(N1C)C=CC=C2